3-cyclopentene-1,1-dicarboxylic acid n-propyl ester C(CC)OC(=O)C1(CC=CC1)C(=O)O